succinic acid diisooctyl ester sodium [Na].C(CCCCC(C)C)OC(CCC(=O)OCCCCCC(C)C)=O